1-[3-(3-fluoro-4-hydroxy-phenoxy)propyl]pyrrolidin-2-one FC=1C=C(OCCCN2C(CCC2)=O)C=CC1O